C(#N)[C@H]1N(CC(C1)(F)F)C(CNC(=O)C=1C=NC=2CN(CCC2C1)C(=O)OC(C)(C)C)=O tert-butyl (S)-3-((2-(2-cyano-4,4-difluoropyrrolidin-1-yl)-2-oxoethyl) carbamoyl)-5,8-dihydro-1,7-naphthyridine-7(6H)-carboxylate